C12CCCC(CC1)C2NC(CN2C(C(=CC=C2)NC([C@H](CCC(C(=O)NCC)=O)NC(=O)C=2C(=NOC2C)C)=O)=O)=O (2S)-N1-(1-(2-(Bicyclo[3.2.1]octan-8-ylamino)-2-oxoethyl)-2-oxo-1,2-dihydropyridin-3-yl)-2-(3,5-dimethylisoxazol-4-carboxamido)-N6-ethyl-5-oxohexandiamid